C(CC(O)(C(=O)O)CC(=O)O)(=O)O.CN(C)CCOC(C1=CC=CC=C1)C1=CC=CC=C1 N,N-dimethyl-2-(benzhydroxy)ethylamine citrate